C(C)(C)N(CCN(CCN(C)C(C)C)C)C N,N''-diisopropyl-N,N',N''-trimethyl(diethylenetriamine)